1,1,1,2,4,4,4-heptafluoro-3-methyl-2-butene FC(C(=C(C(F)(F)F)C)F)(F)F